5-(3-(1-benzyl-1H-1,2,3-triazol-4-yl)-2-fluoro-6-hydroxyphenyl)-1,2,5-thiadiazolidin-3-one 1,1-dioxide C(C1=CC=CC=C1)N1N=NC(=C1)C=1C(=C(C(=CC1)O)N1CC(NS1(=O)=O)=O)F